4-(2,2-dibromovinyl)butylbenzene BrC(=CCCCCC1=CC=CC=C1)Br